ClC1=NNC(C(=C1)C(C)N1N=C(C(=C1)NC([C@H](C1CCC(CC1)(F)F)NC(=O)C=1N(N=CC1)CC1CC(C1)(F)F)=O)F)=O N-[(1S)-2-[[1-[1-(3-chloro-6-oxo-1H-pyridazin-5-yl)ethyl]-3-fluoro-pyrazol-4-yl]amino]-1-(4,4-difluorocyclohexyl)-2-oxo-ethyl]-2-[(3,3-difluorocyclobutyl)methyl]pyrazole-3-carboxamide